Cl[Rh](C1(C(=C(C(=C1C)C)C)C)C)Cl dichloro(pentamethyl-cyclopentadienyl)rhodium (III)